5-(4-bromo-3,5-dimethyl-phenyl)-1-methyl-1H-pyrazole BrC1=C(C=C(C=C1C)C1=CC=NN1C)C